[3-(4-aminocinnolin-7-yl)-4-(tetrazol-2-yl)phenyl]boronic acid NC1=CN=NC2=CC(=CC=C12)C=1C=C(C=CC1N1N=CN=N1)B(O)O